1-butyl-3-methylpyridine bis(trifluoromethanesulfonimide) salt [N-](S(=O)(=O)C(F)(F)F)S(=O)(=O)C(F)(F)F.[N-](S(=O)(=O)C(F)(F)F)S(=O)(=O)C(F)(F)F.C(CCC)N1CC(=CC=C1)C